(R)-6-(1-aminoethyl)-5-fluoronicotinonitrile 4-methylbenzenesulfonate CC1=CC=C(C=C1)S(=O)(=O)O.N[C@H](C)C1=NC=C(C#N)C=C1F